Cl.COC1=CC(=C(C=N1)CCCC(=O)O)NC 4-(6-methoxy-4-(methylamino)pyridin-3-yl)butanoic acid hydrochloride